3-((4-(difluoromethyl)-6-(1-(3,4-dimethoxybenzyl)-6-oxo-1,6-dihydropyridin-3-yl)pyrimidin-2-yl)sulfonyl)-N-methylpropan-1-sulfonamide FC(C1=NC(=NC(=C1)C1=CN(C(C=C1)=O)CC1=CC(=C(C=C1)OC)OC)S(=O)(=O)CCCS(=O)(=O)NC)F